4-(5-Chlorofuran-2-yl)-1,3-bis(2,4-difluorophenyl)-N-((4-isopropylmorpholin-2-yl)methyl)-5-methyl-4,5-dihydro-1H-pyrazole-5-carboxamide ClC1=CC=C(O1)C1C(=NN(C1(C(=O)NCC1CN(CCO1)C(C)C)C)C1=C(C=C(C=C1)F)F)C1=C(C=C(C=C1)F)F